C(C(=O)C(=O)[O-])S(=O)[O-] The molecule is a 2-oxo monocarboxylic acid anion obtained by deprotonation of the carboxy and sulfino groups of 3-sulfinylpyruvic acid. Major microspecies at pH 7.3. It is an organosulfinate oxoanion and a 2-oxo monocarboxylic acid anion. It is a conjugate base of a 3-sulfinylpyruvic acid.